6-bromo-5-fluoro-2,3-dihydrobenzo[b]thiophene BrC=1C(=CC2=C(SCC2)C1)F